2-((tert-butoxycarbonyl)amino)-3-(diethoxy-phosphoryl)propionic acid ethyl ester C(C)OC(C(CP(=O)(OCC)OCC)NC(=O)OC(C)(C)C)=O